(5s,10s)-5-(3-Chloropropyl)-3,7-bis(dimethylamino)-5-methyl-3'H,5H-spiro[dibenzo[b,e]siline-10,1'-isobenzofuran]-3'-one ClCCC[Si]1(C2=C(C=CC(=C2)N(C)C)C2(OC(C3=CC=CC=C23)=O)C2=C1C=C(C=C2)N(C)C)C